(S)-ethyl 2-(2-((5-bromo-2-(1-(2-hydroxyethyl)pyrrolidin-3-yl)-2H-indazol-3-yl)methoxy)phenyl)acetate BrC1=CC2=C(N(N=C2C=C1)[C@@H]1CN(CC1)CCO)COC1=C(C=CC=C1)CC(=O)OCC